1-(8-oxabicyclo[3.2.1]octan-3-yl)-N-(3-chloro-5-(methylsulfonamido)phenyl)-1H-pyrazole-4-carboxamide C12CC(CC(CC1)O2)N2N=CC(=C2)C(=O)NC2=CC(=CC(=C2)NS(=O)(=O)C)Cl